N-(4-fluorobenzyl)-1-methyl-4-piperidinamine FC1=CC=C(CNC2CCN(CC2)C)C=C1